7-[4-(tert-butoxycarbonyl)piperazin-1-yl]-2-(2-methoxyethoxy)-1,3-benzoxazole-4-carboxylic acid C(C)(C)(C)OC(=O)N1CCN(CC1)C=1C=CC(=C2N=C(OC21)OCCOC)C(=O)O